FC=1C=CC(=C(C(=O)N(C(C)C)C(C)C)C1)OC=1C(=NC=NC1)N1CC2(C1)CCN(CC2)C(=O)[C@H]2N[C@@H]1CC([C@H]2CC1)=C([2H])[2H] 5-fluoro-2-[(4-{7-[(1S,3S,4R)-5-(2H2)methylidene-2-azabicyclo[2.2.2]octan-3-carbonyl]-2,7-diazaspiro[3.5]nonane-2-yl}pyrimidine-5-yl)oxy]-N,N-di(propan-2-yl)benzamide